F[C@@H]1CN(C[C@@H]1F)C(=O)[C@@H]1CCCC=2N1C(N(N2)CC2=CC=C(C=C2)F)=O (5S)-5-{[(3R,4S)-3,4-Difluoropyrrolidin-1-yl]carbonyl}-2-(4-fluorobenzyl)-5,6,7,8-tetrahydro[1,2,4]triazolo[4,3-a]pyridin-3(2H)-one